6-(1-(5-fluoro-2-(trifluoromethoxy)phenyl)ethyl)-7,8-dihydro-1,6-naphthyridin-5(6H)-one FC=1C=CC(=C(C1)C(C)N1C(C=2C=CC=NC2CC1)=O)OC(F)(F)F